2'-Chloro-5'-methoxy-6-methyl-N-(5-(3-methyl-5-(trifluoromethyl)picolinoyl)-5,6-dihydro-4H-pyrrolo[3,4-d]thiazol-2-yl)-[4,4'-bipyridine]-3-carboxamide ClC1=NC=C(C(=C1)C1=C(C=NC(=C1)C)C(=O)NC=1SC2=C(N1)CN(C2)C(C2=NC=C(C=C2C)C(F)(F)F)=O)OC